BrC1=CC(=NC=C1)NCC1=CC=C(C#N)C=C1 4-(((4-Bromopyridin-2-yl)amino)methyl)benzonitrile